(E)-3-(4-(((6-((5-fluoro-4-(4-fluoro-1-isopropyl-2-methyl-1H-benzo[d]imidazol-6-yl)pyrimidin-2-yl)amino)pyridin-3-yl)(methyl)amino)methyl)phenyl)-N-hydroxyacrylamide FC=1C(=NC(=NC1)NC1=CC=C(C=N1)N(C)CC1=CC=C(C=C1)/C=C/C(=O)NO)C=1C=C(C2=C(N(C(=N2)C)C(C)C)C1)F